erucyl-bis(2-hydroxylethyl)methylammonium chloride [Cl-].C(CCCCCCCCCCC\C=C/CCCCCCCC)[N+](C)(CCO)CCO